FC1=C(C(=O)OC)C=CC(=C1)N1C[C@H](CC1)OC1=CC=C(C=C1)C(F)(F)F methyl (S)-2-fluoro-4-(3-(4-(trifluoromethyl)phenoxy) pyrrolidin-1-yl)benzoate